iminodiacetic acid diacetate C(C)(=O)O.C(C)(=O)O.N(CC(=O)O)CC(=O)O